3-{4-[(3-methylpyridin-4-yl)sulfamoyl]phenyl}-1-(pyridin-3-ylmethyl)urea CC=1C=NC=CC1NS(=O)(=O)C1=CC=C(C=C1)NC(NCC=1C=NC=CC1)=O